C1=NC=CC2=CC=C(C=C12)C1C[C@H](CC2CC[C@@H]3[C@@H]4CCC[C@]4(CC[C@@H]3[C@@]12C)C)N(C)C (3S,8R,9S,10S,13S,14S,17S)-(isoquinolin-7-yl)-N,N,10,13-tetramethylhexadecahydro-1H-cyclopenta[a]phenanthren-3-amine